N1=CC=C(C=C1)CC(C(OCC)OCC)=O 3-pyridin-4-yl-1,1-diethoxyacetone